dibutylvinylsilane C(CCC)C(=C[SiH3])CCCC